CN1N=CC(=C1CC1=CC(=NC=C1)NC(OC(C)(C)C)=O)C tert-butyl (4-((1,4-dimethyl-1H-pyrazol-5-yl)methyl)pyridin-2-yl)carbamate